(R)-N-((3-chloro-2,4-difluorophenyl)(2-(trifluoromethyl)thiazol-5-yl)methyl)-2-methylpropan-2-sulfinamide ClC=1C(=C(C=CC1F)C(N[S@](=O)C(C)(C)C)C1=CN=C(S1)C(F)(F)F)F